tert-butyl((6-(5-methoxy-1H-benzo[d][1,2,3]triazol-1-yl)-3,4-dihydroisoquinoline-2(1H)-yl)sulfonyl)carbamate C(C)(C)(C)OC(NS(=O)(=O)N1CC2=CC=C(C=C2CC1)N1N=NC2=C1C=CC(=C2)OC)=O